4-Bromo-2-chloro-5-fluorophenol BrC1=CC(=C(C=C1F)O)Cl